methylglyoxylate CC(C(=O)[O-])=O